FC=1C=C2NC=C(C[C@@H](N)C(=O)O)C2=CC1 D-6-fluoro-tryptophane